6-cholestenoic acid C(C(C)CCC[C@@H](C)[C@H]1CC[C@H]2[C@@H]3C=CC4CCCC[C@]4(C)[C@H]3CC[C@]12C)(=O)O